FC1=C(CCN[C@H](C(=O)C2=CNC3=CC(=CC=C23)C=2C=NN(C2)C)C2=CC=CC=C2)C=CC(=C1)F |r| (S)- and (R)-2-((2,4-difluorophenethyl)amino)-1-(6-(1-methyl-1H-pyrazol-4-yl)-1H-indol-3-yl)-2-phenylethan-1-one